2-[4-methyl-3-[(1R)-1-methyl-2-[[(R)-phenyl-[(3R)-1,2,3,4-tetrahydropyrido[2,3-b]pyrazin-3-yl]methyl]amino]ethyl]phenyl]acetic acid CC1=C(C=C(C=C1)CC(=O)O)[C@H](CN[C@@H]([C@H]1CNC2=C(N1)N=CC=C2)C2=CC=CC=C2)C